2-((2R,5S)-5-methyl-2-(naphthalen-2-yl)piperidin-1-yl)-2-oxoacetamide C[C@H]1CC[C@@H](N(C1)C(C(=O)N)=O)C1=CC2=CC=CC=C2C=C1